tert-Butyl 4-(2,7-dichloro-8-fluoro-5-methoxypyrido[4,3-d]pyrimidin-4-yl)piperazine-1-carboxylate ClC=1N=C(C2=C(N1)C(=C(N=C2OC)Cl)F)N2CCN(CC2)C(=O)OC(C)(C)C